2-(5-bromopyrazin-2-yl)-5-fluoro-6-((5-methoxypyridin-2-yl)methoxy)isoindolin-1-one BrC=1N=CC(=NC1)N1C(C2=CC(=C(C=C2C1)F)OCC1=NC=C(C=C1)OC)=O